OC1=C(C(=O)C2=CC=C(C=C2)Br)C=CC(=C1)OCC 2-hydroxy-4-ethoxy-4'-bromobenzophenone